C1(=CC=CC=C1)C1=NC(=CC(=N1)C=1C=C(C=C(C1)N1C2=CC=CC=C2C=2C=C(C=CC12)C=1C=CC2=C(OC3=C2C=CC=C3)C1)N1C3=CC=CC=C3C=3C=C(C=CC13)C=1C=CC3=C(OC2=C3C=CC=C2)C1)C1=CC=CC=C1 9,9'-(5-(2,6-diphenylpyrimidin-4-yl)-1,3-phenylene)bis(3-(dibenzo[b,d]furan-3-yl)-9H-carbazole)